tert-butyl 2-[[1-(2,6-dioxo-3-piperidyl)-3-methyl-2-oxo-benzimidazol-4-yl]methyl]-7-azaspiro[3.5]nonane-7-carboxylate O=C1NC(CCC1N1C(N(C2=C1C=CC=C2CC2CC1(C2)CCN(CC1)C(=O)OC(C)(C)C)C)=O)=O